FC1=CC=C(C=C1)[C@H]1[C@@H](CN(CC1)C)CO (-)-trans-4-(4-fluorophenyl)-3-hydroxymethyl-1-methylpiperidine